C1CCN2C3CCC(C12C(=O)OC)C3 methyl hexahydro-5,8-methanoindolizin-8a(1H)-carboxylate